ClC1=C(C=CC=C1Cl)N1[C@@H]2CN([C@H](C1)C2)CC=2C=C1C(N(C(C1=CC2)=O)C2C(NC(CC2)=O)=O)=O 5-(((1S,4S)-5-(2,3-dichlorophenyl)-2,5-diazabicyclo[2.2.1]heptane-2-yl)methyl)-2-(2,6-dioxopiperidin-3-yl)isoindoline-1,3-dione